(R)-6-(azetidin-3-yloxy)-N-(1-(3-(difluoromethyl)-2-fluorophenyl)ethyl)-2,10-dimethyl-9,10-dihydro-8H-[1,4]oxazino[2,3-H]quinazolin-4-amine N1CC(C1)OC=1C=C2C(=NC(=NC2=C2C1OCCN2C)C)N[C@H](C)C2=C(C(=CC=C2)C(F)F)F